(S)-4-benzyl-3-((R)-3-hydroxy-2-phenylpropionyl)oxazolidin-2-one C(C1=CC=CC=C1)[C@@H]1N(C(OC1)=O)C([C@@H](CO)C1=CC=CC=C1)=O